CN1CCC(CC1)C1=CC=2N=C(N=C(C2O1)N1CCOCC1)CC1=CC(=NN1)C1=CC=NC=C1 6-(1-methylpiperidin-4-yl)-4-morpholino-2-((3-(pyridin-4-yl)-1H-pyrazol-5-yl)methyl)furo[3,2-d]pyrimidine